O\C(\C(=O)OCC)=C/C(CCC1=C(C=CC=C1)C(F)(F)F)=O ethyl (Z)-2-hydroxy-4-oxo-6-(2-(trifluoromethyl)phenyl)hex-2-enoate